FC1(CN(C[C@H]1O)C(=O)C1=CC=C2C(=CNC2=C1)C1=NC(=NC=C1C(F)(F)F)N[C@@H]1CNCCC1)F [(4R)-3,3-difluoro-4-hydroxy-pyrrolidin-1-yl]-[3-[2-[[(3S)-3-piperidyl]amino]-5-(trifluoromethyl)pyrimidin-4-yl]-1H-indol-6-yl]methanone